N-(6-((8-chloro-6'-fluoro-1,3',5-trioxo-1,2',3',5-tetrahydro-2H-spiro[imidazo[1,5-a]pyridine-3,1'-inden]-6-yl)amino)pyrimidin-4-yl)cyclopropanecarboxamide ClC1=C2N(C(C(=C1)NC1=CC(=NC=N1)NC(=O)C1CC1)=O)C1(CC(C3=CC=C(C=C13)F)=O)NC2=O